ClC=1C(=CC2=C(N(C(=N2)C)C(F)F)C1)I 6-chloro-1-(difluoromethyl)-5-iodo-2-methyl-1H-benzo[d]imidazole